rac-(6S)-6-tert-butyl-N-[rac-(1R)-3-(4-fluoropiperidin-1-ium-1-yl)-1-[4-(6-oxo-1H-pyridin-3-yl)phenyl]propyl]-5,6,7,8-tetrahydrothieno[2,3-b]quinoline-2-carboxamide C(C)(C)(C)[C@@H]1CC=2C=C3C(=NC2CC1)SC(=C3)C(=O)N[C@H](CC[NH+]3CCC(CC3)F)C3=CC=C(C=C3)C3=CNC(C=C3)=O |r|